COC=1C=C(C=CC2=CC([C@@H]3C([C@H]2C3)(C)C)=O)C=C(C1)OC (1S,5R)-4-(3,5-Dimethoxystyryl)-6,6-dimethylbicyclo[3.1.1]hept-3-en-2-one